1-((7-cyano-2-(3'-(7-((1-hydroxypropan-2-ylamino)methyl)-2-methylpyrido[3,2-d]pyrimidin-4-ylamino)-2,2'-dimethylbiphenyl-3-yl)benzo[d]oxazol-5-yl)methyl)pyrrolidine-3-carboxylic acid C(#N)C1=CC(=CC=2N=C(OC21)C=2C(=C(C=CC2)C2=C(C(=CC=C2)NC=2C1=C(N=C(N2)C)C=C(C=N1)CNC(CO)C)C)C)CN1CC(CC1)C(=O)O